C(=O)(OCC1C2=CC=CC=C2C2=CC=CC=C12)N[C@@H](CCC(C)C)C(=O)O Fmoc-L-homoleucine